tert-butyl 4-[(4-bromo-5-chloro-2-methoxy-phenyl)methyl]piperazine-1-carboxylate BrC1=CC(=C(C=C1Cl)CN1CCN(CC1)C(=O)OC(C)(C)C)OC